hydroxyacetaminobenzene arsenate (glycinate) NCC(=O)O.[As](O)(O)(O)=O.OC1=C(C=CC=C1)NC(=O)C